ClC=1N=C2N(N=C(C=C2C)C=2N=C3N(C(C2)=O)C=C(S3)[C@H]3[C@H](CNCC3)F)C1 7-(2-chloro-8-methyl-imidazo[1,2-b]pyridazin-6-yl)-2-[(3R,4R)-3-fluoro-4-piperidyl]thiazolo[3,2-a]pyrimidin-5-one